[Sn](=O)=O Tin (IV) dioxide